2-(2'-hydroxy-5'-t-octylphenyl)triazole OC1=C(C=C(C=C1)C(C)(C)CC(C)(C)C)N1N=CC=N1